(3-((3S,4S)-4-amino-3-methyl-2-oxa-8-azaspiro[4.5]decan-8-yl)-6-(2,3-dichlorophenyl)-5-methylpyrazin-2-yl)methanol N[C@@H]1[C@@H](OCC12CCN(CC2)C=2C(=NC(=C(N2)C)C2=C(C(=CC=C2)Cl)Cl)CO)C